(±)-2-Hexanol C[C@H](CCCC)O |r|